C(C)(C)(C)OC(=O)N(C(OC(C)(C)C)=O)C=1N=CC2=C(C=C(C=C2C1)F)C=C tert-butyl (tert-butoxycarbonyl)(6-fluoro-8-vinylisoquinolin-3-yl)carbamate